3,3-difluorocyclobutyl 4-methylbenzenesulfonate CC1=CC=C(C=C1)S(=O)(=O)OC1CC(C1)(F)F